3',4'-dimethoxy-2-(2-trityl-2H-tetrazol-5-yl)-[1,1'-biphenyl]-4-amine COC=1C=C(C=CC1OC)C1=C(C=C(C=C1)N)C=1N=NN(N1)C(C1=CC=CC=C1)(C1=CC=CC=C1)C1=CC=CC=C1